5-chloro-2-hydroxy-N-(4-sulfamoylphenyl)benzamide ClC=1C=CC(=C(C(=O)NC2=CC=C(C=C2)S(N)(=O)=O)C1)O